N-(3-(((2R,3S,4R,5R)-3,4,5-trihydroxy-2-(hydroxymethyl)tetrahydro-2H-pyran-2-yl)oxy)propyl)decanamide O[C@@H]1[C@](OC[C@H]([C@H]1O)O)(CO)OCCCNC(CCCCCCCCC)=O